N-(4-(1-(2-cyanoacetyl)-1,2,3,6-tetrahydropyridin-4-yl)-7H-pyrrolo[2,3-d]pyrimidin-2-yl)cyclopropylcarboxamide C(#N)CC(=O)N1CCC(=CC1)C=1C2=C(N=C(N1)NC(=O)C1CC1)NC=C2